boron bis(adipate) C(CCCCC(=O)[O-])(=O)[O-].C(CCCCC(=O)O)(=O)[O-].[B+3]